(R,2S)-N-((7-fluorotricyclo[6.2.0.03,6]deca-1,3(6),7-trien-2-yl)carbamoyl)-2-(hydroxymethyl)-2-methyl-2,3-dihydropyrazolo[5,1-b]oxazole-7-sulfonimidamide FC=1C=2CCC2C(=C2CCC12)NC(=O)N[S@](=O)(=N)C=1C=NN2C1O[C@](C2)(C)CO